CON(C(CC[C@@H](CC)SC1=NC=CC=N1)=O)C (R)-N-METHOXY-N-METHYL-4-(PYRIMIDIN-2-YLTHIO)HEXANAMIDE